Tert-butyl pyrazine-2-carboxylate N1=C(C=NC=C1)C(=O)OC(C)(C)C